(R)-2-(5-((3-(cyclopropylmethyl)-2,4,5-trioxoimidazolidin-1-yl)methyl)-1,2,4-oxadiazol-3-yl)-N-(2-methoxyphenyl)-N-((tetrahydrofuran-2-yl)methyl)acetamide C1(CC1)CN1C(N(C(C1=O)=O)CC1=NC(=NO1)CC(=O)N(C[C@@H]1OCCC1)C1=C(C=CC=C1)OC)=O